COC=1C=C(C=C(C1C)OC)C1=C(C=C(C=C1)NC1OCCC(C1)C(=O)O)CCC1COCC1 ((3',5'-dimethoxy-4'-methyl-2-(2-(tetrahydrofuran-3-yl)ethyl)-[1,1'-biphenyl]-4-yl)amino)tetrahydro-2H-pyran-4-carboxylic acid